C(C)(C)(C)OC(NC1CCC(CC1)NC1=NC=CC(=N1)C=1C(=NC=CC1)F)=O (1s,4s)-4-(4-(2-fluoropyridin-3-yl)pyrimidin-2-ylamino)cyclohexyl-carbamic acid tert-butyl ester